C1(CC1)OC=1C=C(C=CC1)C1=CC(=NN1C1=C(C=CC=C1)F)COC(C(=O)[O-])(C)C 2-([5-(3-cyclopropoxyphenyl)-1-(2-fluorophenyl)-1H-pyrazol-3-yl]methoxy)-2-methylpropanoate